3-(1-(3-(5-(((2R)-4-(2-(2,6-dioxopiperidin-3-yl)-1-oxo-1,2-dihydrophthalazine-6-yl)morpholin-2-yl)methoxy)pyrimidin-2-yl)benzyl)-6-oxo-1,6-dihydropyridazine-3-yl)benzonitrile O=C1NC(CCC1N1C(C2=CC=C(C=C2C=N1)N1C[C@@H](OCC1)COC=1C=NC(=NC1)C=1C=C(CN2N=C(C=CC2=O)C=2C=C(C#N)C=CC2)C=CC1)=O)=O